tricyclo[5.2.1.02,6]decene ammonium salt [NH4+].C12=C3CCCC3C(CC1)C2